methyl 6-azaspiro[2.5]octane-1-carboxylate, hydrochloride salt Cl.C1(CC12CCNCC2)C(=O)OC